amino-(5R)-(1,3,4-oxadiazol-2-yl)-piperidine NC1N(CCCC1)C=1OC=NN1